C1SCC2=C1C=CC(=C2)C(=O)OCC ethyl 1,3-dihydro-2-benzothiophene-5-carboxylate